(1S)-5-fluoro-1-(((tetrahydro-2H-pyran-2-yl)oxy)methyl)-7-(4,4,5,5-tetramethyl-1,3,2-dioxaborolan-2-yl)-2,3-dihydro-1H-benzo[d]pyrrolo[1,2-a]imidazole FC1=CC(=CC2=C1N=C1N2[C@@H](CC1)COC1OCCCC1)B1OC(C(O1)(C)C)(C)C